8-(difluoromethyl)-2-(3-fluorocyclopentyl)-1-[(2R,4R)-2-methyltetrahydro-2H-pyran-4-yl]-1H-imidazo[4,5-c]quinoline FC(C1=CC=2C3=C(C=NC2C=C1)N=C(N3[C@H]3C[C@H](OCC3)C)C3CC(CC3)F)F